8-(2,4-Dichlorophenyl)-9-(4-((1-(3-fluoropropyl)azetidin-3-yliden)methyl)-3,5-dimethylphenyl)-6,7-dihydro-5H-benzo[7]annulen ClC1=C(C=CC(=C1)Cl)C=1CCCC2=C(C1C1=CC(=C(C(=C1)C)C=C1CN(C1)CCCF)C)C=CC=C2